ClC1=C(SC=C1)S(=O)(=O)Cl Chlorothiophene-2-sulfonyl chloride